S1C(=NN=C1)C1=CC2=C(N=C(S2)NC2=NC=CC(=C2)CC)C=C1 2-((6-(1,3,4-thiadiazol-2-yl)benzo[d]thiazol-2-yl)amino)-4-ethylpyridine